(S)-(7'-bromo-4'-((3-(difluoromethoxy)-5-(trifluoromethyl)pyridin-2-yl)amino)-8'-fluoro-3',4'-dihydro-2'H-spiro[[1,3]dithiolane-2,1'-naphthalen]-4'-yl)methanol BrC1=CC=C2[C@](CCC3(C2=C1F)SCCS3)(NC3=NC=C(C=C3OC(F)F)C(F)(F)F)CO